iron chromium salt [Cr].[Fe]